(R)-7-((2-methylmorpholinyl)methyl)-9-(trifluoromethyl)-4H-pyrido[1,2-a]pyrimidin-4-one C[C@@H]1CN(CCO1)CC=1C=C(C=2N(C(C=CN2)=O)C1)C(F)(F)F